NC=1SC2=C(N1)C=CC(=C2)NC(=O)NC21CC3CC(CC(C2)C3)C1 1-(2-aminobenzo[d]thiazol-6-yl)-3-[(3s,5s,7s)-adamantan-1-yl]urea